trimesic acid tris(2-methylcyclohexylamide) CC1C(CCCC1)NC(C1=CC(C(=O)NC2C(CCCC2)C)=CC(C(=O)NC2C(CCCC2)C)=C1)=O